Cl.O[C@H](COC=1C=C(C=2N(C1)N=CC2C#N)C=2C=NC(=CC2)N2CCNCC2)CC (S)-6-(2-hydroxybutoxy)-4-(6-(piperazin-1-yl)pyridin-3-yl)pyrazolo[1,5-a]pyridine-3-carbonitrile hydrochloride